(E)-4-bromo-3-methyl-2-(2-(4,4,5,5-tetramethyl-1,3,2-dioxaborolan-2-yl)vinyl)phenol BrC1=C(C(=C(C=C1)O)\C=C\B1OC(C(O1)(C)C)(C)C)C